4-(3-(4-fluorophenyl)-5,6-dihydro-1,4-dioxin-2-yl)-N,N-dimethylaniline FC1=CC=C(C=C1)C1=C(OCCO1)C1=CC=C(N(C)C)C=C1